(5-(1-(4-Fluoro-2-methylphenyl)-4-oxo-6-(trifluoromethyl)-1,4-dihydroquinazolin-3(2H)-yl)-6-methyl-2-oxopyridin-1(2H)-yl)methyl dihydrogen phosphate P(=O)(OCN1C(C=CC(=C1C)N1CN(C2=CC=C(C=C2C1=O)C(F)(F)F)C1=C(C=C(C=C1)F)C)=O)(O)O